(S,E)-2-fluoro-N-(2-methoxy-5-(4-(2-methyl-4-(4-oxopent-2-enoyl)piperazin-1-yl)quinazolin-6-yl)pyridin-3-yl)benzene-sulfonamide FC1=C(C=CC=C1)S(=O)(=O)NC=1C(=NC=C(C1)C=1C=C2C(=NC=NC2=CC1)N1[C@H](CN(CC1)C(\C=C\C(C)=O)=O)C)OC